COC1=C(C=CC(=C1)OC)CN(C1=NC2=C(N1)C=C(C=C2)N)CC2=C(C=C(C=C2)OC)OC N2,N2-bis[(2,4-dimethoxyphenyl)methyl]-1H-1,3-benzodiazole-2,6-diamine